C(C1CO1)NC(C=1C(C(=O)N)=CC=CC1)=O N-(2,3-epoxypropyl)phthalic diamide